O=C1N(CC2=CC=C(C=C12)CCCCC(N1CCC(CC1)N1N=CC(=C1)C1=NC2=CC=CC=C2N=C1)=O)C1C(NC(CC1)=O)=O 3-(1-oxo-6-(5-oxo-5-(4-(4-(quinoxalin-2-yl)-1H-pyrazol-1-yl)piperidin-1-yl)pentyl)isoindolin-2-yl)piperidine-2,6-dione